N-(4-((3-chloro-4-fluorophenyl)amino)-7-(3-(4-(3-((2,6-dioxopiperidin-3-yl)amino)benzyl)piperazin-1-yl)propoxy)quinazolin-6-yl)acrylamide ClC=1C=C(C=CC1F)NC1=NC=NC2=CC(=C(C=C12)NC(C=C)=O)OCCCN1CCN(CC1)CC1=CC(=CC=C1)NC1C(NC(CC1)=O)=O